2,2'-ethylenebis(4,4'-dimethyl-2-oxazoline) C(CC=1OCC(N1)(C)C)C=1OCC(N1)(C)C